N[C@H](C(=O)N1[C@@H]([C@H]2C([C@H]2C1)(C)C)C(=O)N[C@H](C(=O)N)C[C@H]1C(NCC1)=O)CC(F)F (1R,2S,5S)-3-[(2S)-2-amino-4,4-difluorobutanoyl]-N-{(2S)-1-amino-1-oxo-3-[(3S)-2-oxopyrrolidin-3-yl]propan-2-yl}-6,6-dimethyl-3-azabicyclo[3.1.0]hexane-2-carboxamide